[4,4-diethyl-1-[3-methoxy-1-[(1R,2R)-2-[[(2R,4S)-2-(trifluoromethyl)chroman-4-yl]carbamoyl]cyclopropyl]propyl]-6-oxo-hexahydropyrimidin-2-ylidene]ammonium C(C)C1(NC(N(C(C1)=O)C(CCOC)[C@H]1[C@@H](C1)C(N[C@H]1C[C@@H](OC2=CC=CC=C12)C(F)(F)F)=O)=[NH2+])CC